CC1=NC=CC(=C1)NC1=CC2=C(NC(=N2)C2=CC=C(C=C2)NC2=CC=NC3=CC=CC=C23)C=C1 N-(4-(5-((2-methylpyridin-4-yl)amino)-1H-benzo[d]imidazol-2-yl)phenyl)quinolin-4-amine